N,N,N',N',N'',N''-Hexacyclohexyl-4,4',4''-propylidynetris(3-oxabutyramide) C1(CCCCC1)N(C(COCC(CC)(COCC(=O)N(C1CCCCC1)C1CCCCC1)COCC(=O)N(C1CCCCC1)C1CCCCC1)=O)C1CCCCC1